6-tert-butyl-10-methoxy-9-(3-methoxyphenyl)-2-oxo-6,7-dihydro-2H-pyrido[2,1-a]isoquinoline-3-carboxylic acid C(C)(C)(C)C1N2C(C3=CC(=C(C=C3C1)C1=CC(=CC=C1)OC)OC)=CC(C(=C2)C(=O)O)=O